CC1(CC(C1)C(=O)ON1C(C2=CC=CC=C2C1=O)=O)C 1,3-dioxoisoindolin-2-yl 3,3-dimethylcyclobutane-1-carboxylate